CC1=CC=C(C=C1)S(=O)(=O)OC=1C=C(C=CC1)NC(=O)NC1=CC(=CC=C1)OS(=O)(=O)CCC N-[3-(p-toluenesulfonyloxy)phenyl]-N'-[3-(propanesulfonyloxy)phenyl]urea